tert-butyl 6,6-dimethyl-5-oxo-5,6-dihydro-4H-thieno[3,2-b]pyrrole-4-carboxylate CC1(C2=C(N(C1=O)C(=O)OC(C)(C)C)C=CS2)C